Cl.C(C)(=O)C=1C=C(C=CC1)C[C@H](C(=O)O)[C@@H]1CNCC1 (2S)-3-(3-Acetylphenyl)-2-[(3R)-pyrrolidin-3-yl]propanoic acid hydrochloride